C1(=CC(=CC=C1)COC1=C(C2=CC=CC=C2C=C1)C1=C(C=CC2=CC=CC=C12)OCCO)C1=CC(=CC=C1)COC1=C(C2=CC=CC=C2C=C1)C1=C(C=CC2=CC=CC=C12)OCCO 2,2'-[[1,1'-Biphenyl]-3,3'-diylbis(methyleneoxy[1,1'-binaphthyl]-2',2-diyloxy)]bis(ethan-1-ol)